C1=CC=C(C(=C1)C2C(O2)(CN3C=NC=N3)C4=CC=C(C=C4)F)Cl The molecule is an epoxide that is oxirane substituted by a 2-chlorophenyl, 4-fluorophenyl and a 1H-1,2,4-triazol-1-ylmethyl groups. It is an epoxide, a member of monochlorobenzenes, a member of monofluorobenzenes and a member of triazoles.